tin butyl salicylate C(C=1C(O)=CC=CC1)(=O)OCCCC.[Sn]